FC1=CC=C(C=N1)C=1N=C2N(N=CC(=C2NC(C)C)C(=O)NC2CC(C2)C(C)(C)O)C1 2-(6-fluoropyridin-3-yl)-N-((1r,3r)-3-(2-hydroxyprop-2-yl)cyclobutyl)-8-(isopropylamino)imidazo[1,2-b]pyridazine-7-carboxamide